(5,7-dibromobenzofuran-2-yl)methanol bis(1,2,2,6,6-pentamethylpiperidin-4-yl)sebacate CN1C(CC(CC1(C)C)C(C(=O)O)(CCCCCCCC(=O)O)C1CC(N(C(C1)(C)C)C)(C)C)(C)C.BrC=1C=C(C2=C(C=C(O2)CO)C1)Br